rel-1-[(2R,3S)-2-ethyl-2,3-dihydrofuro[3,2-b]pyridin-3-yl]methylamine dihydrochloride Cl.Cl.C(C)[C@@H]1[C@H](C2=NC=CC=C2O1)CN |o1:4,5|